C(C1=CC=CC=C1)OC(=O)N[C@@H](CCCCNC(C(=O)C1=CC=C(C=C1)[N+](=O)[O-])=O)C(=O)O N2-((benzyloxy)carbonyl)-N6-(2-(4-nitrophenyl)-2-oxoacetyl)lysine